(S)-3,4-Dihydroxybutyramide O[C@@H](CC(=O)N)CO